N,N'-(2,2'-dimethyl-[1,1'-biphenyl]-3,3'-diyl)bis(4-methyl-5-((3-oxopiperazin-1-yl)methyl)picolinamide) CC1=C(C=CC=C1NC(C1=NC=C(C(=C1)C)CN1CC(NCC1)=O)=O)C1=C(C(=CC=C1)NC(C1=NC=C(C(=C1)C)CN1CC(NCC1)=O)=O)C